N-(4-(7-(1-(2-Hydroxy-2-methylpropyl)-1H-pyrazol-4-yl)-3-methyl-8-(1-methyl-1H-indazol-5-yl)-2-oxo-3,6-dihydroimidazo[4,5-d]pyrrolo[2,3-b]pyridin-1(2H)-yl)cyclohexyl)acetamide OC(CN1N=CC(=C1)C1=C(C=2C(=NC=C3C2N(C(N3C)=O)C3CCC(CC3)NC(C)=O)N1)C=1C=C3C=NN(C3=CC1)C)(C)C